7-((4-(4-(trifluoromethyl)piperidin-1-yl)phenyl)amino)-2H-benzo[b][1,4]oxazin-3(4H)-one FC(C1CCN(CC1)C1=CC=C(C=C1)NC=1C=CC2=C(OCC(N2)=O)C1)(F)F